C(C)(C)(C)OC(=O)N1C2(CC2)CC[C@@H]1C(C(C(=O)OCC)N1N=C2C(=C(C=C(C2=C1)C(F)F)Br)C)=O (5R)-5-[2-[6-bromo-4-(difluoromethyl)-7-methyl-indazol-2-yl]-3-ethoxy-3-oxo-propionyl]-4-azaspiro[2.4]heptane-4-carboxylic acid tert-butyl ester